(2S,4S)-N2-(3-chloro-4-fluorophenyl)-N2-methyl-1-(6-methyl-4-(trifluoromethyl)pyridin-2-yl)-N4-(piperidin-4-yl)pyrrolidine-2,4-dicarboxamide ClC=1C=C(C=CC1F)N(C(=O)[C@H]1N(C[C@H](C1)C(=O)NC1CCNCC1)C1=NC(=CC(=C1)C(F)(F)F)C)C